FC1=CC=C(C=C1)C1=CC=C(C=C1)F difluoro-[1,1-biphenyl]